N-isopropyl-(2-hydroxypropyl)amine C(C)(C)NCC(C)O